ClC1=CC(=C(C(=C1)C)CC(=O)NC1(CCC(CC1)(OC)OC)C(=O)[O-])C [2-(4-chloro-2,6-dimethylphenyl)acetamido]-4,4-dimethoxycyclohexanecarboxylate